CC1=CN=C(S1)NC(C(C)C1=NC=CC(=C1)C=1C=NC(=CC1)C(C(=O)N)=C)=O (2'-(1-((5-methylthiazol-2-yl)amino)-1-oxopropan-2-yl)-[3,4'-bipyridine]-6-yl)acrylamide